(3S,4S,5S)-5-(7,8-dichloro-3,4-dihydro-2H-benzo[b][1,4]oxazine-4-carbonyl)-3,4-dihydroxy-1-(6-methyl-4-(trifluoromethyl)pyridin-2-yl)pyrrolidin-2-one ClC=1C=CC2=C(OCCN2C(=O)[C@@H]2[C@@H]([C@@H](C(N2C2=NC(=CC(=C2)C(F)(F)F)C)=O)O)O)C1Cl